diphenylmethylene[(3,6-di-t-butylfluorenyl){(2-trimethylsilylmethylallyl)cyclopentadienyl}]hafnium dichloride [Cl-].[Cl-].C1(=CC=CC=C1)C(C1=CC=CC=C1)=[Hf+2]C1(C(=CC=C1)C1=CC(=CC=2C3=CC(=CC=C3CC12)C(C)(C)C)C(C)(C)C)CC(=C)C[Si](C)(C)C